methyl 3-benzyl-1-((R)-2-((benzyloxy) methyl)-5-((tert-butoxycarbonyl) amino)-5-methyl-4-oxohexyl)-4-oxopiperidine-3-carboxylate C(C1=CC=CC=C1)C1(CN(CCC1=O)C[C@@H](CC(C(C)(C)NC(=O)OC(C)(C)C)=O)COCC1=CC=CC=C1)C(=O)OC